COC(=O)C1=CC(=NC2=C3N=CC=CC3=CC=C12)C1=CC=CC=C1 2-phenyl-1,10-phenanthroline-4-carboxylic acid methyl ester